2-(2-(3-(1H-benzo[d]imidazol-2-yl)azetidin-1-yl)ethyl)-N-((3-fluoropyridin-2-yl)methyl)oxazole-4-carboxamide N1C(=NC2=C1C=CC=C2)C2CN(C2)CCC=2OC=C(N2)C(=O)NCC2=NC=CC=C2F